4-(1-(2-chloro-4-fluorobenzyl)-1H-indol-3-yl)benzoyl-hydrazine ClC1=C(CN2C=C(C3=CC=CC=C23)C2=CC=C(C(=O)NN)C=C2)C=CC(=C1)F